C(=O)(O)[C@H](C(C)C)N(CC1=CC=C(C=C1)C1=C(C=CC=C1)C1=NN=NN1)C(CCCC)=O (S)-N-(1-carboxy-2-methylprop-1-yl)-N-pentanoyl-N-[2'-(1H-tetrazol-5-yl)biphenyl-4-yl-methyl]amine